Tert-butyl 2-[(2-chloropyrimidin-5-yl)methyl]-2,7-diazaspiro[3.5]nonane-7-carboxylate ClC1=NC=C(C=N1)CN1CC2(C1)CCN(CC2)C(=O)OC(C)(C)C